1-methyl-2,4,5-imidazolinetrione CN1C(NC(C1=O)=O)=O